9-(1-(2-aminoethyl)pyrrolidin-3-yl)-N2-tert-butyl-N8-(3-chloro-5-(trifluoromethyl)phenyl)-9H-purine-2,8-diamine NCCN1CC(CC1)N1C2=NC(=NC=C2N=C1NC1=CC(=CC(=C1)C(F)(F)F)Cl)NC(C)(C)C